2-(2-aminoethylamino)propanol NCCNC(CO)C